Cl.CC(CCC(=O)NC1CCNCC1)C (2-methylpropyl)-N-(piperidin-4-yl)acetamide hydrochloride